7-chloro-N-[6-(3,3-difluoropropyl)-5-fluoro-2-methoxy-3-pyridyl]imidazo[1,2-a]pyridine-3-sulfonamide ClC1=CC=2N(C=C1)C(=CN2)S(=O)(=O)NC=2C(=NC(=C(C2)F)CCC(F)F)OC